(E)-N'-(3-((4-oxo-4H-benzopyran-3-yl)methoxy)benzylidene)benzoylhydrazine O=C1C(=COC2=C1C=CC=C2)COC=2C=C(\C=N\NC(C1=CC=CC=C1)=O)C=CC2